N-[2-(3,5-difluorophenyl)ethyl]-6-methyl-4-[(1-methylcyclopropyl)amino]furo[2,3-d]pyrimidine-5-carboxamide FC=1C=C(C=C(C1)F)CCNC(=O)C1=C(OC=2N=CN=C(C21)NC2(CC2)C)C